(S)-N6-(2-(1-(2,3-dichlorophenyl)piperidin-4-yl)ethyl)-4,5,6,7-tetrahydrobenzo[d]thiazole-2,6-diamine dihydrochloride Cl.Cl.ClC1=C(C=CC=C1Cl)N1CCC(CC1)CCN[C@@H]1CC2=C(N=C(S2)N)CC1